C(CCC)N1C(CCC1=O)=O 1-Butyl-5-oxopyrrolidone